1-(4-(cyclopent-1-en-1-yl)-5-(isopropylthio)thiazol-2-yl)-4-(3-fluorophenyl)-3-methyl-1H-pyrazole-5-carboxylic acid C1(=CCCC1)C=1N=C(SC1SC(C)C)N1N=C(C(=C1C(=O)O)C1=CC(=CC=C1)F)C